BrC1=CC=C(C=C1)S(=O)(=O)CCN(CC)CC 2-((4-bromophenyl)sulfonyl)-N,N-diethylethan-1-amine